FC(OC=1C=C(C(=O)C=2C=C3C(=CNC3=CC2)C2CCN(CC2)CCC)C=CC1)(F)F 5-(3-trifluoromethoxybenzoyl)-3-(1-propylpiperidin-4-yl)-1H-indole